4-[3-[2-chloro-4-[(2R,5R)-2,4,5-trimethylpiperazin-1-yl]benzoyl]-2,4-dihydro-1,3-benzoxazine-8-yl]-5-fluoro-2-(3-oxa-8-azabicyclo[3.2.1]octan-8-yl)benzoic acid hydrate O.ClC1=C(C(=O)N2COC3=C(C2)C=CC=C3C3=CC(=C(C(=O)O)C=C3F)N3C2COCC3CC2)C=CC(=C1)N1[C@@H](CN([C@@H](C1)C)C)C